(S)-N-(benzo[b]thiophen-5-ylmethyl)-4-(6-(3-fluoro-4-methylphenyl)-7H-pyrrolo[2,3-d]pyrimidin-4-yl)piperazine-2-carboxamide S1C2=C(C=C1)C=C(C=C2)CNC(=O)[C@H]2NCCN(C2)C=2C1=C(N=CN2)NC(=C1)C1=CC(=C(C=C1)C)F